COC1=CC=C(CN2C(C=3C=CC=C(C3C=N2)C=O)=O)C=C1 2-(4-methoxybenzyl)-1-oxo-1,2-dihydro-phthalazine-5-carbaldehyde